2,7-dimethyl-3-(1-methyl-3-(trifluoromethyl)-1H-pyrazol-5-yl)-4,5,6,7-tetrahydro-2H-pyrazolo[3,4-c]Pyridine CN1N=C2C(NCCC2=C1C1=CC(=NN1C)C(F)(F)F)C